(trans)-3-[[2-[(7-cyclopropyl-1-hydroxy-3H-2,1-benzoxaborole-5-yl)amino]-5-methyl-pyrimidin-4-yl]amino]tetrahydropyran-4-carbonitrile C1(CC1)C1=CC(=CC=2COB(C21)O)NC2=NC=C(C(=N2)N[C@@H]2COCC[C@H]2C#N)C